N-methyl-1-[(2R,4S)-2-methyl-3,4-dihydro-2H-pyrano[3,2-b]pyridin-4-yl]methylamine dihydrochloride Cl.Cl.CNC[C@@H]1C[C@H](OC=2C1=NC=CC2)C